CC1=NC=C(C(=C1)C=1C=CC=C2[C@@H](CCOC12)CNC(OC(C)(C)C)=O)C tert-butyl (R)-((8-(2,5-dimethylpyridin-4-yl)chroman-4-yl)methyl)carbamate